CN1C(=NN=C1)C[C@@H](C)C=1C=C(C=CC1)N1CC2=C(C=C(C=C2C1=O)C1CN(CCC1)C(=O)OC(C)(C)C)C(F)(F)F tert-butyl 3-(2-(3-((R)-1-(4-methyl-4H-1,2,4-triazol-3-yl)propan-2-yl)phenyl)-3-oxo-7-(trifluoromethyl)isoindolin-5-yl)piperidine-1-carboxylate